9,10-di(2-phenoxyethoxy)anthracene O(C1=CC=CC=C1)CCOC=1C2=CC=CC=C2C(=C2C=CC=CC12)OCCOC1=CC=CC=C1